ethyl 2-(4-fluoro-2-methylphenyl)-2-oxoacetate FC1=CC(=C(C=C1)C(C(=O)OCC)=O)C